diacetoxyiodol C(C)(=O)OC1=C([IH]C=C1)OC(C)=O